6-[4-[4-(3-Hydroxyphenyl)-3-methylbenzoyl]piperazin-1-yl]pyridazine OC=1C=C(C=CC1)C1=C(C=C(C(=O)N2CCN(CC2)C2=CC=CN=N2)C=C1)C